C(C)(C)(C)OC(N(C(C)C)CCCN)=O N-(3-aminopropyl)-N-(propan-2-yl)carbamic acid tert-butyl ester